2-(7-((2S,5R)-2,5-diethyl-4-(1-(3-fluoro-2-methylpyrazolo[1,5-a]pyridin-5-yl)ethyl)piperazin-1-yl)-4-methyl-5-oxo-4,5-dihydro-2H-pyrazolo[4,3-b]pyridin-2-yl)acetonitrile C(C)[C@@H]1N(C[C@H](N(C1)C(C)C1=CC=2N(C=C1)N=C(C2F)C)CC)C=2C=1C(N(C(C2)=O)C)=CN(N1)CC#N